(S)-quinuclidin-3-yl (7-(4-(methoxymethoxy)phenyl)-3,3-dimethylchroman-4-yl)carbamate COCOC1=CC=C(C=C1)C1=CC=C2C(C(COC2=C1)(C)C)NC(O[C@@H]1CN2CCC1CC2)=O